1-(5-bromo-7-fluoro-2,3-dihydro-1H-indol-1-yl)ethan-1-one BrC=1C=C2CCN(C2=C(C1)F)C(C)=O